1-((2R,5S)-4-(7-(3-amino-5-methyl-1H-indazol-4-yl)-6-chloro-8-fluoro-2-(2-(pyrimidin-2-yl)ethoxy)quinazolin-4-yl)-2,5-dimethylpiperazin-1-yl)prop-2-en-1-one NC1=NNC2=CC=C(C(=C12)C1=C(C=C2C(=NC(=NC2=C1F)OCCC1=NC=CC=N1)N1C[C@H](N(C[C@@H]1C)C(C=C)=O)C)Cl)C